4-(4-((5-chloro-6-(2H-1,2,3-triazol-2-yl)pyridin-3-yl)carbamoyl)-5-(trifluoromethyl)-1H-pyrazol-1-yl)quinoline 1-oxide ClC=1C=C(C=NC1N1N=CC=N1)NC(=O)C=1C=NN(C1C(F)(F)F)C1=CC=[N+](C2=CC=CC=C12)[O-]